2-((2-(2-methoxypyridin-3-yl)-5H-pyrrolo[3,2-c]pyridin-5-yl)methyl)-6-methyl-1H-benzoimidazole COC1=NC=CC=C1C1=CC2=CN(C=CC2=N1)CC1=NC2=C(N1)C=C(C=C2)C